C(C)(C)(C)N1C(=CC(=C1)B1OC(C(O1)(C)C)(C)C)C 1-tert-butyl-2-methyl-4-(4,4,5,5-tetramethyl-1,3,2-dioxaborolan-2-yl)pyrrole